((5-(5-(Trifluoromethyl)pyridin-2-yl)oxazol-2-yl)amino)pyridazine-3-carbonitrile FC(C=1C=CC(=NC1)C1=CN=C(O1)NC1=C(N=NC=C1)C#N)(F)F